O[C@@]12CC[C@@H]([C@H]3[C@]14C=1C(=C(C=CC1C[C@H]2N(C)CC4)O)O3)O 14-hydroxydihydromorphine